C(C)(C)(C)C1=CC=C(C=C1)C(C=O)(C)C 2-(4-tert-butylphenyl)2-methylpropionaldehyde